BrC1=C(C=CC=C1F)NC(=S)N 1-(2-bromo-3-fluorophenyl)thiourea